Isothiocyanato-4-methoxybenzene N(=C=S)C1=CC=C(C=C1)OC